[Pd+2].[CH-]1C=CC=C1.[CH-]1C=CC=C1.[Fe+2] ferrocene palladium(II)